5-isopropoxypyrido[4,3-d]pyrimidin-4-ol C(C)(C)OC1=NC=CC=2N=CN=C(C21)O